4-(1-propionylindol-5-yl)benzoic acid C(CC)(=O)N1C=CC2=CC(=CC=C12)C1=CC=C(C(=O)O)C=C1